FC1=NC=CC2=C1C[C@H]1CC[C@@H]2N1C(=O)NC1=CC=C(C=C1)OC(F)(F)F (5S,8R)-1-fluoro-N-(4-(trifluoromethoxy)phenyl)-6,7,8,9-tetrahydro-5H-5,8-epiminocyclohepta[c]pyridine-10-carboxamide